(S)-3-vinyl-1,4-oxazepane hydrogen chloride Cl.C(=C)[C@H]1COCCCN1